BrC=1C(=C(C=CC1)NC(CCl)=O)C=O N-(3-bromo-2-formylphenyl)-2-chloroacetamide